CP(=O)(C)C1=CCN(CC1)C(=O)OCC1=CC=CC=C1 benzyl 4-(dimethyl phosphoryl)-5,6-dihydropyridine-1(2H)-carboxylate